CC([C@H](CC(=O)NC[C@H](CC1=CC(=C(C(=O)NC)C=C1)F)N(C)C)C1=CC=CC=C1)(C)C 4-((S)-3-((S)-4,4-dimethyl-3-phenylpentanamido)-2-(dimethylamino)propyl)-2-fluoro-N-methylbenzamide